C1OCC12CCN(CC2)C=2C=C1C(=CC=NC1=CC2)C(=O)O 6-(2-oxa-7-azaspiro[3.5]nonan-7-yl)quinoline-4-carboxylic acid